N-(2-(2-azidoethoxy)ethyl)-3-(2-(3-((2,4-diamino-6-ethylpyrimidin-5-yl)oxy)propoxy)phenyl)propanamide N(=[N+]=[N-])CCOCCNC(CCC1=C(C=CC=C1)OCCCOC=1C(=NC(=NC1CC)N)N)=O